[Ti].[Ca].[Mg].[Ca] calcium magnesium calcium titanium